(2S)-1-[(2S)-2-[9H-fluoren-9-ylmethoxycarbonyl-(methyl)amino]-3-methylbutanoyl]pyrrolidine-2-carboxylic acid C1=CC=CC=2C3=CC=CC=C3C(C12)COC(=O)N([C@H](C(=O)N1[C@@H](CCC1)C(=O)O)C(C)C)C